CC1=CC=C(C=N1)C=1N(C=CN1)C(=O)NCCC1=CC=CC=C1 (6-methylpyridin-3-yl)-N-phenethyl-1H-imidazole-1-carboxamide